2-(4-((difluoromethyl)thio)-2,5-dimethoxyphenyl)ethan-1-amine FC(SC1=CC(=C(C=C1OC)CCN)OC)F